C(C1=CC=CC=C1)OC1=CC(=NC2=CC=NC=C12)C=1C=NC(=CC1C1CCC(CC1)C(F)(F)F)C(F)(F)F 4-Benzyloxy-2-[6-(trifluoromethyl)-4-[4-(trifluoromethyl)cyclohexyl]-3-pyridyl]-1,6-naphthyridine